2-((4,4'-dimethoxytrityl)oxymethyl)-6-fluorenylmethoxycarbonyl-hexane COC1=CC=C(C(C2=CC=C(C=C2)OC)(C2=CC=CC=C2)OCC(C)CCCCC(=O)OCC2=CC=CC=3C4=CC=CC=C4CC23)C=C1